ethyl 2-[5-ethynyl-2-[[[(2S,4R)-1-[(2S)-2-[(1-fluorocyclopropanecarbonyl)amino]-3,3-dimethyl-butanoyl]-4-hydroxy-pyrrolidine-2-carbonyl]amino]methyl]phenoxy]acetate C(#C)C=1C=CC(=C(OCC(=O)OCC)C1)CNC(=O)[C@H]1N(C[C@@H](C1)O)C([C@H](C(C)(C)C)NC(=O)C1(CC1)F)=O